8-(3,4-dichloro-5-fluoro-1H-indole-2-carbonyl)-1-methyl-3-oxa-1,8-diazaspiro[4.5]decan-2-one ClC1=C(NC2=CC=C(C(=C12)Cl)F)C(=O)N1CCC2(COC(N2C)=O)CC1